FC(C(C)(C)O)(F)C=1C(=C(C=CC1)[C@@H](C)NC1=NN(C(C=2C1=CN(C(C2)=O)C2(CC2)C(F)F)=O)C)F (R)-4-((1-(3-(1,1-difluoro-2-hydroxy-2-methylpropyl)-2-fluorophenyl)ethyl)amino)-6-(1-(difluoromethyl)cyclopropyl)-2-methyl-2,6-dihydropyrido[3,4-d]pyridazine-1,7-dione